2-(3-methyl-5-(((4-(2-((6-(pyridazin-4-yl)-1H-indazol-4-yl)oxy)ethoxy)butyl)amino)methyl)phenyl)acetonitrile CC=1C=C(C=C(C1)CNCCCCOCCOC1=C2C=NNC2=CC(=C1)C1=CN=NC=C1)CC#N